OC1=C(C=C(C=C1)C=CC=CC(CC)=O)OC 7-(4-hydroxy-3-methoxyphenyl)-4,6-heptadien-3-one